N1=CC(=CC=C1)C(=O)O Pyridine-3-formic acid